pyridazine-4,5-dione N=1N=CC(C(C1)=O)=O